(3,5-dichloro-4-((2-methyl-2H-indazol-5-yl)oxy)phenyl)-3,5-dioxo-2,3,4,5-tetrahydro-1,2,4-triazine-6-carbonitrile ClC=1C=C(C=C(C1OC1=CC2=CN(N=C2C=C1)C)Cl)N1N=C(C(NC1=O)=O)C#N